N-[(3R)-1-(cyanomethyl)piperidin-3-yl]-2-(8-isopropyl-5-oxothieno[3',2':4,5]pyrrolo[1,2-d][1,2,4]triazin-6(5H)-yl)acetamide C(#N)CN1C[C@@H](CCC1)NC(CN1N=C(N2C(C1=O)=CC1=C2SC=C1)C(C)C)=O